8-fluoro-2-(4-hydroxycyclohexyl)quinazoline-6-carbaldehyde FC=1C=C(C=C2C=NC(=NC12)C1CCC(CC1)O)C=O